C(CCCCC)C(C(=O)OCCCCCC(CCCCCO[Si](C1=CC=CC=C1)(C1=CC=CC=C1)C(C)(C)C)N(C)CCCCOC(CN(C)C(C(CCCCCCCC)CCCCCC)=O)=O)CCCCCCCC 11-((tert-Butyldiphenylsilyl)oxy)-6-((4-((N-(2-hexyldecanoyl)-N-methylglycyl)oxy)butyl)-(methyl)amino)undecyl 2-hexyldecanoate